tert-butyl N-(6-bromo-5-methylpyridin-2-yl)glycinate BrC1=C(C=CC(=N1)NCC(=O)OC(C)(C)C)C